ClC=1C(=NC(=CN1)COCC(F)(F)F)N1CCC(CC1)C(=O)OCC ethyl 1-(3-chloro-6-((2,2,2-trifluoroethoxy)methyl)pyrazin-2-yl)piperidine-4-carboxylate